ClC1=C(C=CC=C1F)C1=CC=CC2=C1NC(=NS2(=O)=O)NCCOCC(F)F 5-(2-chloro-3-fluorophenyl)-3-((2-(2,2-difluoroethoxy)ethyl)amino)-4H-benzo[e][1,2,4]thiadiazine 1,1-dioxide